6-n-propylbenzo[b]naphtho[1,2-d]furan C(CC)C1=CC=2C=CC=CC2C=2C3=C(OC21)C=CC=C3